4,4'-Bis(9-carbazolyl)-2,2'-dimethyl-biphenyl C1=CC=CC=2C3=CC=CC=C3N(C12)C1=CC(=C(C=C1)C1=C(C=C(C=C1)N1C2=CC=CC=C2C=2C=CC=CC12)C)C